6-(3-((tert-butyldimethylsilyl)oxy)phenyl)-2-(furan-2-ylmethylene)-8-(3-methylbenzyl)imidazo[1,2-a]Pyrazin-3(2H)-one [Si](C)(C)(C(C)(C)C)OC=1C=C(C=CC1)C=1N=C(C=2N(C1)C(C(N2)=CC=2OC=CC2)=O)CC2=CC(=CC=C2)C